COC1=C([NH3+])C=CC=C1C1=NN(C=N1)C 2-methoxy-3-(1-methyl-1H-1,2,4-triazol-3-yl)anilinium